COC=1C=CC2=C(NC(=N2)C2=C(C=3C(NC2=O)=CN(N3)C)N[C@@H](C)C3=NC=CC=N3)C1 |o1:22| (S*)-6-(6-Methoxy-1H-benzo[d]imidazol-2-yl)-2-methyl-7-((1-(pyrimidin-2-yl)ethyl)-amino)-2H-pyrazolo[4,3-b]pyridin-5(4H)-one